Ethyl 8-(2-hydroxyethyl)-4,4-dimethyl-3,4-dihydro-1H-2-benzopyran-1-carboxylate OCCC1=CC=CC=2C(COC(C21)C(=O)OCC)(C)C